ClC=1C=C(C(=O)NC2=CC(=CC=C2)[C@H](C)NC=2C=NC=3C(N2)=NN(C3)CC)C=CC1C(F)(F)F (S)-3-chloro-N-(3-(1-((2-ethyl-2H-pyrazolo[3,4-b]pyrazin-6-yl)amino)ethyl)phenyl)-4-(trifluoromethyl)benzamide